tert-butyl (3R,4S)-4-((6-chloro-5-(1-(5-(cyclopropylcarbamoyl)-4-fluoro-2-methylphenyl)-1H-imidazol-4-yl)pyridin-3-yl)amino)-3-fluoropiperidine-1-carboxylate ClC1=C(C=C(C=N1)N[C@@H]1[C@@H](CN(CC1)C(=O)OC(C)(C)C)F)C=1N=CN(C1)C1=C(C=C(C(=C1)C(NC1CC1)=O)F)C